C(CO)(=O)O.C=C.C=C diethylene glycolAt